α-carbomethoxy-p-methoxycinnamate C(=O)(OC)C(C(=O)[O-])=CC1=CC=C(C=C1)OC